4-tert-butylpyridine, lithium salt [Li].C(C)(C)(C)C1=CC=NC=C1